ethyl (2RS)-2-(6,7-dihydro-5H-pyrrolo[1,2-c]imidazol-1-yl)-2-[4-fluoro-6-[4-(3-formyl-1-bicyclo[1.1.1]pentanyl)phenyl]-1-oxo-isoindolin-2-yl]acetate C1(=C2N(C=N1)CCC2)[C@H](C(=O)OCC)N2C(C1=CC(=CC(=C1C2)F)C2=CC=C(C=C2)C21CC(C2)(C1)C=O)=O |r|